methoxypropylene glycol COC(C(C)O)O